NC1CC2(CC(C2)C2(CC3=CC=C(C=C3C=C2)NCCC)N)C1 2-(6-aminospiro[3.3]heptan-2-yl)-N6-propylnaphthalene-2,6-diamine